OC=1C=C2CCN(C(C2=CC1)C)C(=O)OC(C)(C)C tert-butyl 6-hydroxy-1-methyl-3,4-dihydroisoquinoline-2(1H)-carboxylate